1-Tert-butyl ((1r,4r)-4-(2-(3-(1-(2,6-dioxopiperidin-3-yl)-3-methyl-2-oxo-2,3-dihydro-1H-benzo[d]imidazol-5-yl)prop-2-yn-1-yl)-2,6-diazaspiro[3.4]octane-6-carbonyl)cyclohexyl)carbamate O=C1NC(CCC1N1C(N(C2=C1C=CC(=C2)C#CCN2CC1(C2)CN(CC1)C(=O)C1CCC(CC1)NC(OC(C)(C)C)=O)C)=O)=O